(2S,4r)-N-[2-[(4-cyano-2-pyridinyl)amino]ethyl]-1-[(2S)-2-(4-cyclopropyltriazol-1-yl)-3,3-dimethyl-butyryl]-4-hydroxy-pyrrolidine-2-carboxamide C(#N)C1=CC(=NC=C1)NCCNC(=O)[C@H]1N(C[C@@H](C1)O)C([C@H](C(C)(C)C)N1N=NC(=C1)C1CC1)=O